C(C1=CC=CC=C1)OC=1C2=C(N=C(N1)SC)N(C1=C2C=CN=C1C1=C2C=NNC2=CC2=C1C(=C(C=C2)F)C#C[Si](C(C)C)(C(C)C)C(C)C)C racemic-4-(benzyloxy)-8-(6-fluoro-5-((triisopropylsilyl)ethynyl)-1H-benzo[f]indazol-4-yl)-9-methyl-2-(methylthio)-9H-pyrido[4',3':4,5]pyrrolo[2,3-d]pyrimidine